ClC=1C=C(COC2CCC2)C=C(C1)F cis-3-[(3-chloro-5-fluorobenzyl)oxy]cyclobutane